C(C)OCCNCCCS(=O)(=O)O 3-[(2-ethoxyethyl)amino]propanesulfonic acid